FC1=C(C(=O)N([C@H]2CNCCC2)C2=NC=CC3=CC=CC(=C23)C)C=CC(=C1)NC1=NC=CC(=N1)N1[C@@H](CCCC1)CO 2-fluoro-4-((4-((S)-2-(hydroxymethyl)piperidin-1-yl)pyrimidin-2-yl)amino)-N-(8-methylisoquinolin-1-yl)-N-((R)-piperidin-3-yl)benzamide